tert-butyl ((1R)-1-(4-(8-((6-cyano-6-(((4-nitrophenoxy)carbonyl)amino)hexyl)oxy) imidazo[1,2-a]pyrazin-6-yl)-5-fluoropyridin-2-yl)ethyl)(ethyl)carbamate C(#N)C(CCCCCOC=1C=2N(C=C(N1)C1=CC(=NC=C1F)[C@@H](C)N(C(OC(C)(C)C)=O)CC)C=CN2)NC(=O)OC2=CC=C(C=C2)[N+](=O)[O-]